N-(3-fluorophenyl)thiomorpholine-4-carboxamide 1,1-dioxide FC=1C=C(C=CC1)NC(=O)N1CCS(CC1)(=O)=O